NC1=C(SC=2N=C(N=CC21)C)C(=O)NC2CC=1C=CC(=NC1CC2)N2CC(C(C2)N)(C)C(F)F 5-amino-N-{2-[4-amino-3-(difluoromethyl)-3-methylpyrrolidin-1-yl]-5,6,7,8-tetrahydroquinolin-6-yl}-2-methylthieno[2,3-d]pyrimidine-6-carboxamide